ClC1=C(C=CC=C1)C1=NN=C(S1)N1N=CN=C1 N-(5-(2-chlorophenyl)-1,3,4-thiadiazol-2-yl)-1H-1,2,4-triazole